C1(=C(C=CC=C1)OCCCCCCN1N=NC(=C1)C1=CC(=CC=C1)Br)C1=CC=CC=C1 1-(6-([1,1'-biphenyl]-2-yloxy)hexyl)-4-(3-bromophenyl)-1H-1,2,3-triazole